(1R,2S,3S,4R)-3-((2-(5-fluoro-1-tolyl-1H-pyrrolo[2,3-b]pyridin-3-yl)-6-(trifluoromethyl)pyrrolo[2,1-f][1,2,4]triazin-4-yl)amino)bicyclo[2.2.2]octane-2-carboxylic acid ethyl ester C(C)OC(=O)[C@H]1C2CCC([C@@H]1NC1=NC(=NN3C1=CC(=C3)C(F)(F)F)C3=CN(C1=NC=C(C=C13)F)C1=C(C=CC=C1)C)CC2